OCC(=CCC/C(=C/CC/C(=C/CCC(C)=O)/C)/C)C E,E-hydroxyfarnesylacetone